BrC1=CC=CC(=N1)NC(=O)[C@H]1N(C2CC2(C1)CN1C(C2=CC=CC=C2C1=O)=O)C(=O)OC(C)(C)C (3S)-tert-Butyl 3-(6-bromopyridin-2-ylcarbamoyl)-5-((1,3-dioxoisoindolin-2-yl)methyl)-2-azabicyclo[3.1.0]hexane-2-carboxylate